5-bromo-2-chloromethylthiazole BrC1=CN=C(S1)CCl